5-[(3-Chlorophenyl)thio]-2-isopropylpyrimidine-4-carboxylic acid ClC=1C=C(C=CC1)SC=1C(=NC(=NC1)C(C)C)C(=O)O